8-(6-methyl-5-(trifluoromethyl)-1H-indazol-4-yl)pyrido[2,3-d]pyrimidine CC1=C(C(=C2C=NNC2=C1)N1CC=CC2=C1N=CN=C2)C(F)(F)F